C(#N)C=1C=NN2C1C(=CC(=C2)C=2C=NN(C2)C2CCN(CC2)C(=O)C=2C=C(C=CC2)NC(C=C)=O)OC N-(3-(4-(4-(3-cyano-4-methoxypyrazolo[1,5-a]pyridin-6-yl)-1H-pyrazol-1-yl)piperidine-1-carbonyl)phenyl)acrylamide